1,3a,4,6a-tetrahydropyrrolo-[3,2-b]pyrrole N1C2C(C=C1)NC=C2